3-fluoro-4,7-dihydro-3H-oxathiepine 2,2-dioxide FC1S(OCC=CC1)(=O)=O